5-bromo-1,7-dimethylindolin-2-one BrC=1C=C2CC(N(C2=C(C1)C)C)=O